(S)-N-(2,4-Dimethoxybenzyl)-4-(3-(ethyl(methyl)amino)-3-(3-(trifluoromethyl)-phenethyl)piperidin-1-yl)-2,6-difluoro-N-(pyrimidin-4-yl)benzenesulfonamide COC1=C(CN(S(=O)(=O)C2=C(C=C(C=C2F)N2C[C@@](CCC2)(CCC2=CC(=CC=C2)C(F)(F)F)N(C)CC)F)C2=NC=NC=C2)C=CC(=C1)OC